dimethyl 2,4-dimethyl-6-trifluoromethylphenylboronate CC1=C(C(=CC(=C1)C)C(F)(F)F)B(OC)OC